C(#N)[C@H](CC1=CC=C(C=C1)C1=CC2=C(NC(N2)=O)C=C1)NC(=O)C=1OC=CC=NC1 (S)-N-((S)-1-cyano-2-(4-(2-oxo-2,3-dihydro-1H-benzo[d]imidazol-5-yl)phenyl)ethyl)-1,4-oxazepin-2-carboxamide